ClC=1N=C(NC1)C1=CC(=C(C(=C1)F)C=1N=C2N(C=CC(=C2)C)C1C[C@H]1CN(CCO1)C(=O)OC)F methyl (S)-2-((2-(4-(4-chloro-1H-imidazol-2-yl)-2,6-difluorophenyl)-7-methylimidazo[1,2-a]pyridin-3-yl)methyl)morpholine-4-carboxylate